3-chloro-5-isopropyl-8-((2R,3S)-2-methyl-3-(((S)-methylsulfinyl)methyl)azetidin-1-yl)isoquinoline ClC=1N=CC2=C(C=CC(=C2C1)C(C)C)N1[C@@H]([C@H](C1)C[S@@](=O)C)C